4-(2-(2-((3-((S)-3-benzyl-6,9-dimethyl-4H,6H-thieno[2,3-e][1,2,4]triazolo[3,4-c][1,4]oxazepin-2-yl)prop-2-yn-1-yl)oxy)ethoxy)ethoxy)-2-(2,6-dioxopiperidin-3-yl)isoindoline-1,3-dione C(C1=CC=CC=C1)C1=C(SC=2N3C([C@@H](OCC21)C)=NN=C3C)C#CCOCCOCCOC3=C2C(N(C(C2=CC=C3)=O)C3C(NC(CC3)=O)=O)=O